Cl.FC(C1(CCC1)N)(F)F 1-(trifluoromethyl)cyclobutylamine hydrochloride